FC(C1=NC2=CC=CC=C2C(=C1)N[C@@H]1C[C@@H](CCC1)NC(=O)C=1C2=C(NN1)CCOC2)(F)F N-[(1R,3S)-3-{[2-(trifluoromethyl)quinolin-4-yl]amino}cyclohexyl]-1H,4H,6H,7H-pyrano[4,3-c]pyrazole-3-carboxamide